(S)-3-nitro-N-(oxetan-2-ylmethyl)-5-(5-(trifluoromethyl)-1,2,4-oxadiazol-3-yl)pyridin-2-amine [N+](=O)([O-])C=1C(=NC=C(C1)C1=NOC(=N1)C(F)(F)F)NC[C@H]1OCC1